CC=1C=C(C=CC1C)C(C(C)SC1=NN=C(N1)C1=CC=C(C=C1)C)=O 1-(3,4-dimethylphenyl)-2-((5-(p-tolyl)-4H-1,2,4-triazol-3-yl)thio)propan-1-one